7-(piperidin-1-ylmethyl)naphthalen-2-ol N1(CCCCC1)CC1=CC=C2C=CC(=CC2=C1)O